rel-tert-butyl 4-(4-((1R,3R,4S,5R)-4-(3,4-difluoro-2-methoxyphenyl)-5-methyl-1-(trifluoromethyl)-2-oxabicyclo[3.2.0]heptane-3-carboxamido) pyridin-2-yl)-3-oxopiperazine-1-carboxylate FC=1C(=C(C=CC1F)[C@H]1[C@@H](O[C@@]2(CC[C@]12C)C(F)(F)F)C(=O)NC1=CC(=NC=C1)N1C(CN(CC1)C(=O)OC(C)(C)C)=O)OC |o1:8,9,11,14|